C1(=CC=CC=C1)P(=O)(ON)C1=CC=CC=C1 O-(diphenylphosphinoyl)hydroxylamine